tert-Butyl (S)-3-(1-(3-methyl-[1,1'-biphenyl]-4-yl)-2-oxo-1,2-dihydro-3H-imidazo[4,5-b]pyridin-3-yl)pyrrolidine-1-carboxylate CC=1C=C(C=CC1N1C(N(C2=NC=CC=C21)[C@@H]2CN(CC2)C(=O)OC(C)(C)C)=O)C2=CC=CC=C2